C(C)(C)(C)OC(=O)N[C@H](C(=O)OC)C[C@H]1C(NC2=C(O1)C=CC=N2)=O methyl (S)-2-((tert-butoxycarbonyl)amino)-3-((S)-3-oxo-3,4-dihydro-2H-pyrido[3,2-b][1,4]oxazin-2-yl)propanoate